C(C)(C)(C)OC(=O)N1C2=C(OCC1)N=CC(=C2C)C=2C=C1C=C(N=CC1=C(C2F)Cl)NC=2C=C1CN(C(C1=CC2)=O)C2CC2 7-(8-chloro-3-((2-cyclopropyl-1-oxoisoindolin-5-yl)amino)-7-fluoroisoquinolin-6-yl)-8-methyl-2,3-dihydro-1H-pyrido[2,3-b][1,4]oxazine-1-carboxylic acid tert-butyl ester